CC1(OB(OC1(C)C)C=1C=NC(=NC1)C1(COCC1)C#N)C 3-(5-(4,4,5,5-tetramethyl-1,3,2-dioxaborolan-2-yl)pyrimidin-2-yl)tetrahydrofuran-3-carbonitrile